6-(benzofuran-5-yl)-5-[4-[(3S)-1-(3-fluoropropyl)pyrrolidin-3-yl]oxyphenyl]-8,9-dihydro-7H-benzo[7]annulen-2-ol O1C=CC2=C1C=CC(=C2)C2=C(C1=C(CCC2)C=C(C=C1)O)C1=CC=C(C=C1)O[C@@H]1CN(CC1)CCCF